C1(CC1)C1=CN=C(S1)NC1=NC(=NC=C1)N1C2CCC(C1)(C2)CO [2-[4-[(5-Cyclopropylthiazol-2-yl)amino]pyrimidin-2-yl]-2-azabicyclo[2.2.1]heptan-4-yl]methanol